C(C)C=1C=C(C(=O)O\N=C(\CCl)/N)C=CC1F (Z)-(1-amino-2-chloroethylidene)amino 3-ethyl-4-fluorobenzoate